(S)-N-(tert-butyl)-1-(6-(5-chloro-3-(methoxymethoxy)pyridin-2-yl)-1,2,4-triazin-3-yl)pyrrolidin-3-amine C(C)(C)(C)N[C@@H]1CN(CC1)C=1N=NC(=CN1)C1=NC=C(C=C1OCOC)Cl